2-(1-hydroxycyclopropyl)ethanimidamide hydrochloride Cl.OC1(CC1)CC(N)=N